N-(3-diethoxymethylsilylpropyl)-2-hydroxypropanamide C(C)OC(OCC)[SiH2]CCCNC(C(C)O)=O